N1(CCC1)C=1C=C2C(=NC1)N(C=N2)CC2=CC1=C(OC(CO1)C=1C=NC(=CC1)OC)C(=C2)OC 6-(azetidin-1-yl)-3-((8-methoxy-2-(6-methoxypyridin-3-yl)-2,3-dihydrobenzo[b][1,4]dioxin-6-yl)methyl)-3H-imidazo[4,5-b]pyridine